5-bromopentan (Z)-carbonate C(O)(O)=O.BrCCCCC